4-chloro-6-[(3R)-3-hydroxy-3-methylpiperidin-1-yl]-2-(methanesulfonyl)pyrimidine-5-carbonitrile ClC1=NC(=NC(=C1C#N)N1C[C@](CCC1)(C)O)S(=O)(=O)C